acryloyloxymethyl-dinaphthothiophene C(C=C)(=O)OCC1=CC=CC=2C=CC3=C(C4=C(S3)C=3C=CC=CC3C=C4)C12